N[C@H]1CN(C[C@@H](C1)F)C(=O)C1=CC2=C(N(C(=N2)C2=CC=3C(=NC(=CC3)C=3C=C(C=CC3C)O)N2CC2CC2)C)C(=C1)OC 3-(2-{5-[(3R,5R)-3-amino-5-fluoropiperidine-1-carbonyl]-7-methoxy-1-methyl-1H-1,3-benzodiazol-2-yl}-1-(cyclopropylmethyl)-1H-pyrrolo[2,3-b]pyridin-6-yl)-4-methylphenol